BrC1=NN2C(COC(C2)[2H])=C1 2-bromo-6,7-dihydro-4H-pyrazolo[5,1-c][1,4]oxazine-6-d